C(C)(C)(C)OC(NCCOC1=C(C=C(C=C1)F)CC1=CC(=C(C=C1)Cl)C#N)=O (2-(2-(3-cyano-4-chlorobenzyl)-4-fluorophenoxy)ethyl)carbamic acid tert-butyl ester